(3-methylbis(trimethylsiloxy)silyl-2-methylpropyl)ether C[Si](CC(COCC(C[Si](C)(O[Si](C)(C)C)O[Si](C)(C)C)C)C)(O[Si](C)(C)C)O[Si](C)(C)C